eicosatrienoic acid trans-linoleyl ester C(CCCCCCC\C=C\C\C=C/CCCCC)OC(C=CC=CC=CCCCCCCCCCCCCC)=O